C(C1=CC=CC=C1)OC=1C(=C(C=CC1)B1OC(C(O1)(C)C)(C)C)C1OCCO1 2-[3-(benzyloxy)-2-(1,3-dioxolan-2-yl)phenyl]-4,4,5,5-tetramethyl-1,3,2-dioxaborolane